ClC=1C(N(N=CC1NC[C@@]1(COCCC1)F)C1=CC=C(C=C1)[C@H]1O[C@@H](CC1)C1CC1)=O 4-chloro-2-(4-((2S,5S)-5-cyclopropyltetrahydrofuran-2-yl)phenyl)-5-((((S)-3-fluorotetrahydro-2H-pyran-3-yl)methyl)amino)pyridazin-3(2H)-one